S1CNC=2C1=CNC2 dihydropyrrolo[3,4-d][1,3]thiazole